N-[6-(cyclopropyl-difluoromethyl)pyridazin-3-yl]-N-methyl-carbamic acid tert-butyl ester C(C)(C)(C)OC(N(C)C=1N=NC(=CC1)C(F)(F)C1CC1)=O